dimethylbenzene chloride [Cl-].CC1=C(C=CC=C1)C